COC1=C(C=C(C=N1)C1=CC=NC=C1)N 6-methoxy-[3,4'-bipyridyl]-5-amine